3-(4-chlorophenyl)-5-phenylisoxazole ClC1=CC=C(C=C1)C1=NOC(=C1)C1=CC=CC=C1